FC1=CC=C(C(=O)N[C@H]2C[C@H](CCC2)NC(OC(C)(C)C)=O)C=C1 tertbutyl N-[(1S,3R)-3-[(4-fluorobenzoyl)amino]cyclohexyl]carbamate